BrC=1C=C(C=CC1)C(=O)C(C(=O)OCC)=CNC1=CC=C(C=C1)OC Ethyl 2-[(3-bromophenyl)carbonyl]-3-[(4-methoxyphenyl)amino]prop-2-enoate